butanediamine diphosphate OP(O)(=O)OP(=O)(O)O.C(CCC)(N)N